N-iso-butyl-2-methoxy-5-(pyrimidin-5-yl)-1H-benzo[d]imidazole-1-carboxamide C(C(C)C)NC(=O)N1C(=NC2=C1C=CC(=C2)C=2C=NC=NC2)OC